FC1=C(C=CC(=C1)C(F)(F)F)S(=O)(=O)N1CCC2(CN(C2)C(=O)N2CC3(C2)NC(OCC3)=O)CC1 2-[7-[2-fluoro-4-(trifluoromethyl)phenyl]sulfonyl-2,7-diazaspiro[3.5]nonane-2-carbonyl]-7-oxa-2,5-diazaspiro[3.5]nonane-6-one